C(C)CC#CC(=O)O ethyl-tetrolic acid